C(C)O[Si]1(N(CCC1)CCC[Si](OCC)(OCC)OCC)CC 2-ethoxy-2-ethyl-1-(3-triethoxysilylpropyl)-1-aza-2-silacyclopentane